C(CC)[O-].C(CC)[O-].C(CC)[O-].[NH4+].[Li+] lithium ammonium tripropanolate